N-(4-((2-(2-IODOETHYL)-3,5-DIOXO-1,2,4-THIADIAZOLIDIN-4-YL)METHYL)BENZYL)-2-(4-ISOBUTYLPHENYL)PROPANAMIDE ICCN1SC(N(C1=O)CC1=CC=C(CNC(C(C)C2=CC=C(C=C2)CC(C)C)=O)C=C1)=O